C(C)OP(=O)(OCC)C(C1=CC=C2C=CC(=NC2=C1)C(=O)OCC1=CC=CC=C1)(F)F Benzyl 7-((diethoxyphosphoryl)difluoromethyl)quinoline-2-carboxylate